2-(diphenylphosphino)ethanol C1(=CC=CC=C1)P(CCO)C1=CC=CC=C1